CC1=C2COC(C2=CC=C1C1CNCCN1)=O 3-(4-methyl-1-oxo-1,3-dihydroisobenzofuran-5-yl)piperazin